CN(C(=O)C1(CCCC1)C1=CC=CC=C1)CC1=C(C(=CC(=C1)F)F)F N-methyl-1-phenyl-N-(2,3,5-trifluorobenzyl)cyclopentanecarboxamide